CCCC(CCO)S The molecule is an alkanethiol that is hexane substituted at positions 1 and 3 by hydroxy and sulfanyl groups respectively. It has a role as a flavouring agent, a plant metabolite and a Saccharomyces cerevisiae metabolite. It is a primary alcohol and an alkanethiol. It derives from a hydride of a hexane.